OCCC(C(=O)O)=C hydroxyethyl-(acrylic acid)